3-(4-benzylpiperidine-1-carbonyl)-6-butyl-5-(2,6-dimethoxyphenyl)pyridine-2,4-diol C(C1=CC=CC=C1)C1CCN(CC1)C(=O)C=1C(=NC(=C(C1O)C1=C(C=CC=C1OC)OC)CCCC)O